ClC=1C(=C(N)C=CC1OCC1OCCC1)F 3-chloro-2-fluoro-4-(tetrahydrofuran-2-ylmethoxy)aniline